C(C)(C)(C)OC(CN1C(CN(CCN(CCN(CC1)CC(=O)OC(C)(C)C)CC(=O)OC(C)(C)C)CC(=O)OC(C)(C)C)CC1=CC=C(C=C1)OCC)=O Tetra-tert-butyl-2,2',2'',2'''-[2-(4-ethoxybenzyl)-1,4,7,10-tetraazacyclododecane-1,4,7,10-tetrayl]tetraacetate